1-[3-(difluoromethoxy)phenyl]-7-fluoro-3-isopropyl-N-[(3S)-3-methyl-1,1-dioxo-thiolan-3-yl]-2-oxo-benzimidazole-5-carboxamide FC(OC=1C=C(C=CC1)N1C(N(C2=C1C(=CC(=C2)C(=O)N[C@@]2(CS(CC2)(=O)=O)C)F)C(C)C)=O)F